3-(4-Chloro-phenyl)-adamantane-1-carboxylic acid 4-chloro-3-trifluoromethyl-benzylamide ClC1=C(C=C(CNC(=O)C23CC4(CC(CC(C2)C4)C3)C3=CC=C(C=C3)Cl)C=C1)C(F)(F)F